(S)-2-fluoro-3-((1R,3R)-1-(2-fluoro-4-(2-(3-(fluoromethyl)azetidin-1-yl)ethoxy)phenyl)-3-methyl-1,3,4,9-tetrahydro-2H-pyrido[3,4-b]indol-2-yl)-2-methylpropan-1-ol F[C@](CO)(CN1[C@@H](C=2NC3=CC=CC=C3C2C[C@H]1C)C1=C(C=C(C=C1)OCCN1CC(C1)CF)F)C